5-(7-(difluoromethyl)-6-(1-methyl-1H-pyrazol-4-yl)-3,4-dihydroquinolin-1(2H)-yl)-N,1-dimethyl-7-(tetrahydro-2H-pyran-4-yl)-1H-indole-3-carboxamide FC(C1=C(C=C2CCCN(C2=C1)C=1C=C2C(=CN(C2=C(C1)C1CCOCC1)C)C(=O)NC)C=1C=NN(C1)C)F